ClC=1C=C2C=C(N(C2=CC1)CC1=CC=C(C=C1)F)C(=O)N1CCN(CC1)C1=NC=CC=N1 (5-chloro-1-(4-fluorobenzyl)-1H-indol-2-yl)(4-(pyrimidin-2-yl)piperazin-1-yl)methanone